(2R)-2-Amino-N-((1R)-2-methoxy-2-methyl-1-(4-((2-methylpentyl)oxy)phenyl)propyl)-2-phenylpropanamide N[C@](C(=O)N[C@@H](C(C)(C)OC)C1=CC=C(C=C1)OCC(CCC)C)(C)C1=CC=CC=C1